(6-(5-chloro-1H-pyrazol-4-yl)-1-(((S)-1-methylazetidin-2-yl)methyl)-1H-pyrrolo[3,2-c]pyridin-3-yl)((S)-6-methoxychroman-3-yl)methanone ClC1=C(C=NN1)C1=CC2=C(C=N1)C(=CN2C[C@H]2N(CC2)C)C(=O)[C@@H]2COC1=CC=C(C=C1C2)OC